2-(methylsulfonyl)-4-(trifluoromethoxy)benzoic acid CS(=O)(=O)C1=C(C(=O)O)C=CC(=C1)OC(F)(F)F